2-amino-4-(6-chloro-2-(3-(dimethylamino)azetidin-1-yl)-8-fluoro-4-(5-oxa-2,8-diazaspiro[3.5]nonan-8-yl)quinazolin-7-yl)-7-fluorobenzo[b]thiophene-3-carbonitrile NC1=C(C2=C(S1)C(=CC=C2C2=C(C=C1C(=NC(=NC1=C2F)N2CC(C2)N(C)C)N2CCOC1(CNC1)C2)Cl)F)C#N